diaminopyrimidine nitrogen [N].NC1=CC(=NC=N1)N